3-(bromomethyl)-N-propylaniline BrCC=1C=C(NCCC)C=CC1